methyl 5-((2-((S)-2-((S)-2-((S)-2-amino-3-phenylpropanamido)-3-methylbutanamido)-3-methylbutanamido)ethyl)carbamoyl)-2-(2-(4-fluorophenyl)butanamido)-4-methylthiophene-3-carboxylate N[C@H](C(=O)N[C@H](C(=O)N[C@H](C(=O)NCCNC(=O)C1=C(C(=C(S1)NC(C(CC)C1=CC=C(C=C1)F)=O)C(=O)OC)C)C(C)C)C(C)C)CC1=CC=CC=C1